C(C=C)OC=1C=C(C(=O)OCC=C)C=C(C1)Br allyl 3-(allyloxy)-5-bromobenzoate